trioctyl-tetradecylphospholium [5-({4-[(1S)-1-phenylethyl]-2-thienyl{carbonyl}pyrimidin-4-yl}amino)cyclopentyl]methyl-sulfamate C1(=CC=CC=C1)[C@H](C)C=1C=C(SC1)C(=O)C1=NC=CC(=N1)NC1CCCC1CNS([O-])(=O)=O.C(CCCCCCC)C=1C(=C([PH+](C1)CCCCCCCCCCCCCC)CCCCCCCC)CCCCCCCC